3-[7-(difluoromethoxy)-1,4-dimethyl-1H-benzotriazole-5-yl]propanoate FC(OC1=CC(=C(C2=C1N(N=N2)C)C)CCC(=O)[O-])F